(methyl-propyl-amino)-8-phenyl-1,3-diazaspiro[4.5]decan CN(CCC)N1CNCC12CCC(CC2)C2=CC=CC=C2